5-(2-(Ethyl(methyl)amino)ethyl)-4-(trifluoromethyl)pyridin-2(1H)-one C(C)N(CCC=1C(=CC(NC1)=O)C(F)(F)F)C